BrC1=NC(=C2N1CCCC(N2C)=O)Cl 7-bromo-9-chloro-1-methyl-4,5-dihydro-1H-imidazo[1,5-a][1,3]diazepin-2(3H)-one